NC1=C2C(=NC=N1)N(N=C2C2=NOC(=C2C2=NC=C(C=N2)C2CCN(CC2)C(=O)OCC(OC)OC)C2CC2)C(C)(C)C 2,2-dimethoxyethyl 4-[2-[3-(4-amino-1-tert-butyl-pyrazolo[3,4-d]pyrimidin-3-yl)-5-cyclopropyl-isoxazol-4-yl]pyrimidin-5-yl]piperidine-1-carboxylate